tert-Butyl (S)-2-amino-2-(2-nitrophenyl)butanoate N[C@@](C(=O)OC(C)(C)C)(CC)C1=C(C=CC=C1)[N+](=O)[O-]